OC1CN[C@H](CN(C1)C(=O)OC(C)(C)C)CC(C)C tert-butyl (3S)-6-hydroxy-3-isobutyl-1,4-diazepane-1-carboxylate